3-Chloro-1-(5,5-dimethyl-5,6-dihydro-4H-cyclopenta[b]thiophen-2-yl)propan-1-one ClCCC(=O)C1=CC2=C(S1)CC(C2)(C)C